FC(CN(C1=CC(=NC=C1)C#CC(C#N)(C)C)C1=NC(N(C2=CC=CC(=C12)F)C([2H])([2H])[2H])=O)F 4-[4-[2,2-difluoroethyl-[5-fluoro-2-oxo-1-(trideuteriomethyl)quinazolin-4-yl]amino]-2-pyridyl]-2,2-dimethyl-but-3-ynenitrile